1-((1H-indol-5-yl)sulfonyl)-N-(4-cyanophenyl)-1H-pyrazole-3-carboxamide N1C=CC2=CC(=CC=C12)S(=O)(=O)N1N=C(C=C1)C(=O)NC1=CC=C(C=C1)C#N